[NH4+].P(=S)([O-])([O-])[O-].N1N=NC2=C1C=CC=C2.[NH4+].[NH4+] benzotriazole thiophosphate ammonium salt